NC1=NC=C(C2=C1C=NN2)NC(=O)C(=O)N([C@H](C)C2=C(C=C(C=C2)C(C(F)(F)F)(F)F)F)C (4-amino-1H-pyrazolo[4,3-c]pyridin-7-yl)-N'-methyl-N'-[(1R)-1-[2-fluoro-4-(1,1,2,2,2-pentafluoroethyl)phenyl]ethyl]oxamide